tert-butyl 4-formyl-7-methyl-5-(trifluoromethyl)-1H-indole-1-carboxylate C(=O)C1=C2C=CN(C2=C(C=C1C(F)(F)F)C)C(=O)OC(C)(C)C